N,N-bis(trimethylsilyl)amine C[Si](N[Si](C)(C)C)(C)C